1-(4-Chlorophenyl)-4-(1-ethyl-2-(2,2,2-trifluoro-1-hydroxy-1-phenylethyl)-1H-benzo[d]imidazole-6-carbonyl)piperazin-2-one ClC1=CC=C(C=C1)N1C(CN(CC1)C(=O)C=1C=CC2=C(N(C(=N2)C(C(F)(F)F)(C2=CC=CC=C2)O)CC)C1)=O